tert-Butyl 9-((4-chloro-6-oxopyrimidin-1(6H)-yl)methyl)-9-hydroxy-6-azaspiro[3.5]nonane-6-carboxylate ClC=1N=CN(C(C1)=O)CC1(CCN(CC12CCC2)C(=O)OC(C)(C)C)O